C(C)OC=1C=CC(=NC1)C=1N(C(=NN1)C1CC(C1)NC(OC(C)(C)C)=O)C=1C=NC=CC1 tert-butyl ((1r,3r)-3-(5-(5-ethoxypyridin-2-yl)-4-(pyridin-3-yl)-4H-1,2,4-triazol-3-yl)cyclobutyl)carbamate